N-[3-(2-methylsulfonylethoxy)-1-[(1r,4r)-4-[(1R,5S)-3-oxa-8-azabicyclo[3.2.1]oct-8-yl]cyclohexyl]-1H-pyrazol-4-yl]carbamic acid benzyl ester C(C1=CC=CC=C1)OC(NC=1C(=NN(C1)C1CCC(CC1)N1[C@H]2COC[C@@H]1CC2)OCCS(=O)(=O)C)=O